3-(5-chloro-7-{[(furan-2-yl)methyl]amino}-3-methylthieno[3,2-b]pyridin-2-yl)-N-(1-methyl-1H-pyrazol-5-yl)-D-alaninamide hydrochloride Cl.ClC1=CC(=C2C(=N1)C(=C(S2)C[C@@H](N)C(=O)NC2=CC=NN2C)C)NCC=2OC=CC2